N-phenylbutane-2-sulfonamide C1(=CC=CC=C1)NS(=O)(=O)C(C)CC